5-(2-(4-(azetidin-1-yl)phenyl)thiazol-5-yl)-3-fluoro-2-hydroxybenzaldehyde N1(CCC1)C1=CC=C(C=C1)C=1SC(=CN1)C=1C=C(C(=C(C=O)C1)O)F